C(C)(C)(C)OC(=O)N1C[C@@H]2COC3=C(C(N2CC1)=O)C=C(C(=C3F)Br)F (12aR)-9-bromo-8,10-difluoro-6-oxo-3,4,12,12a-tetrahydro-6H-pyrazino[2,1-c][1,4]benzoxazepine-2(1H)-carboxylic acid tert-butyl ester